FC1=C(C(=CC(=C1)OC1CN(C1)CCC(C)C)F)[C@H]1N([C@@H](CC2=C1NC1=CC=CC=C21)C)CC(C)(C)F (1R,3R)-1-[2,6-difluoro-4-(1-isopentylazetidin-3-yl)oxy-phenyl]-2-(2-fluoro-2-methyl-propyl)-3-methyl-1,3,4,9-tetrahydropyrido[3,4-b]indole